FC=1C=C(C=CC1NC(CNC(NC)=N)=O)S(=O)(=O)NC1=C(N=CS1)C(=O)O 5-[[3-fluoro-4-[[2-[(N-methylcarbamimidoyl)amino]acetyl]amino]phenyl]sulfonylamino]thiazole-4-carboxylic acid